(5Z)-2-(Cycloheptylamino)-3-methyl-5-[(3-methylbenzimidazol-5-yl)methylene]imidazol-4-one C1(CCCCCC1)NC1=N\C(\C(N1C)=O)=C/C1=CC2=C(N=CN2C)C=C1